OC=1C(=NC=CC1NC1=C(C(C1=O)=O)N[C@@H](C1=NC=CC=C1C(F)(F)F)C1(CCCC1)C)C(=O)N(C)C (R)-3-hydroxy-N,N-dimethyl-4-((2-(((1-methylcyclopentyl)(3-(trifluoromethyl)pyridin-2-yl)methyl)amino)-3,4-dioxocyclobut-1-en-1-yl)amino)picolinamide